4-(5-Bromo-1,3-benzooxazol-2-yl)piperidine-1-carboxylic acid tert-butyl ester C(C)(C)(C)OC(=O)N1CCC(CC1)C=1OC2=C(N1)C=C(C=C2)Br